NC1=CC=C(N=N1)C1CCN(CC1)C(=O)OC(C)(C)C tert.-Butyl 4-(6-aminopyridazin-3-yl)-piperidine-1-carboxylate